C1(CC1)C=1C=C(OC=2C(=C(N=NC2)OC)C(=O)NCCC2=C(C=C(C=C2)Cl)Cl)C=CC1 5-(3-cyclopropylphenoxy)-N-[2-(2,4-dichlorophenyl)ethyl]-3-methoxy-pyridazine-4-carboxamide